BrC=1N=C(C2=NC(C(=CC21)NC=2SC(=C(N2)C2=CC=C(C=C2)F)C#N)CC)C 2-(5-bromo-2-ethyl-7-methyl-2H-pyrrolo[4,3-b]pyridin-3-ylamino)-4-(4-fluorophenyl)thiazole-5-carbonitrile